ClC1=NC(=CC=C1CN(C(=O)C=1NC=CC1)C)Cl 1H-Pyrrole-2-carboxylic acid (2,6-dichloro-pyridin-3-ylmethyl)-methyl-amide